C1(=CC=CC=C1)C1CCN(CC1)C1=CC=CC(=N1)S(=O)(=O)NC(=O)C=1C(=NC=CC1)N1C(CC(C1)C)(C)C N-[[6-(4-Phenyl-1-piperidyl)-2-pyridyl]sulfonyl]-2-(2,2,4-trimethylpyrrolidin-1-yl)pyridin-3-carboxamid